C1=CC=CC=2C3=CC=CC=C3C(C12)COC(=O)NC(C(=O)OC(C)(C)C)CC1=CC(=C(C=C1)OC)F tert-Butyl 2-((((9H-fluoren-9-yl)methoxy) carbonyl)amino)-3-(3-fluoro-4-methoxyphenyl)propanoate